(2S,3S,4R,5R)-3,4-dihydroxyl-5-(2-(5-methoxypyridin-3-yl)-6-((pyridin-2-ylmethyl)amino)-9H-purin-9-yl)-N-vinyltetrahydrofuran-2-formamide O[C@@H]1[C@H](O[C@H]([C@@H]1O)N1C2=NC(=NC(=C2N=C1)NCC1=NC=CC=C1)C=1C=NC=C(C1)OC)C(=O)NC=C